(Z)-5-(benzo[d]thiazol-6-ylmethylene)-2-((4-chlorophenyl)(methyl)amino)-3,5-dihydro-4H-imidazol-4-one S1C=NC2=C1C=C(C=C2)\C=C/2\C(NC(=N2)N(C)C2=CC=C(C=C2)Cl)=O